CC(C)(C1=CC=C(C=C1)O)C1=CC=C(C=C1)C(C)(C1=CC=C(C=C1)O)C1=CC=C(C=C1)O 1-[alpha-methyl-alpha-(4-hydroxyphenyl)ethyl]-4-[alpha,alpha-bis(4-hydroxyphenyl)ethyl]benzene